ClC=1C=C(OC2CCC(CC2)NC([O-])=O)C=CC1C#N [(1r,4r)-4-(3-chloro-4-cyanophenoxy)cyclohexyl]carbamate